(2-(6-(3-cyclopropyloxy-2-methylphenyl)-1-oxo-5,6,7,8-tetrahydrophthalazin-2(1H)-yl)pyrimidin-5-yl)acetamide C1(CC1)OC=1C(=C(C=CC1)C1CC=2C=NN(C(C2CC1)=O)C1=NC=C(C=N1)CC(=O)N)C